3-allylnaphthalene-1,4-dicarboxylic acid C(C=C)C=1C=C(C2=CC=CC=C2C1C(=O)O)C(=O)O